C1(CCCCC1)P(C1=C(C=CC=C1)C1=C(C=CC=C1OC)OC)C1CCCCC1 Dicyclohexyl-(2',6'-dimethoxy-biphenyl-2-yl)-phosphine